NC1=C(C(=C(C2=CC=CC=C12)C1=CC(=CC2=CC=CC=C12)C)N)C diamino-3,3'-dimethylbinaphthyl